N1=CC(=CC=C1)C(=O)N pyridin-3-carboxamide